ClC=1C=C(C=NC1)CNCC[C@]1(CCOC2(CCCC2)C1)C1=CC(=CC=C1)C [(5-chloropyridin-3-yl)methyl]({2-[(9R)-9-(3-methylphenyl)-6-oxaspiro[4.5]decan-9-yl]ethyl})amine